C(C)(C)(C)OC(=O)N1C[C@H]([C@@H](CC1)NC1=NC=C(N=C1CC1=CC=C(C=C1)F)C(F)(F)F)CC trans-3-ethyl-4-((3-(4-fluorobenzyl)-5-(trifluoromethyl)pyrazin-2-yl)amino)piperidine-1-carboxylic acid tert-butyl ester